CCCCCCC(=O)O n-heptanoic acid